3-Methyl-4-pentylphenol CC=1C=C(C=CC1CCCCC)O